(ethylsulfonyl)ethylene C(C)S(=O)(=O)C=C